CC=1N=C2N(C=C(N=C2C)NC(=O)C2=CN=C(N=N2)N2C[C@@H](CC2)NC)C1 (R)-N-(2,8-Dimethylimidazo[1,2-a]pyrazin-6-yl)-3-(3-(methylamino)-pyrrolidin-1-yl)-1,2,4-triazine-6-carboxamide